3-methyl-5-amino-1H-pyrazole-4-carboxylic acid CC1=NNC(=C1C(=O)O)N